2-benzyl-1,3-dimethylisoindole C(C1=CC=CC=C1)N1C(=C2C=CC=CC2=C1C)C